ClC=1C(=NC=C(C1)Cl)[C@@H]1OC2=C(C=CC=C2C=C1)C=1CCN(CC1)CC1=NC2=C(N1C[C@H]1OCC1)C=C(C=C2)C(=O)O 2-((4-((R)-2-(3,5-dichloropyridin-2-yl)-2H-chromen-8-yl)-3,6-dihydropyridin-1(2H)-yl)methyl)-1-(((S)-oxetan-2-yl)methyl)-1H-benzo[d]imidazole-6-carboxylic acid